C(CO)(=O)O.CC1=NNC=C1C 3,4-dimethylpyrazole glycolate